C1=CC=[Si]=[Si]=C1 disilabenzene